FC(C1=NN=C(O1)C=1C=C(C(=NC1)CN1N=NC(=C1)C1=CC2=C(N=C(S2)N)C=C1)F)F 6-[1-[[5-[5-(difluoromethyl)-1,3,4-oxadiazol-2-yl]-3-fluoropyridin-2-yl]methyl]triazol-4-yl]-1,3-benzothiazol-2-amine